C(C)(C)(C)C1=CC=C(O[C@@H]2[C@H](CCCC2)O)C=C1 (1S,2S)-trans-2-(4-tert-butylphenoxy)cyclohexanol